2-hydroxy-N1-(3-methacrylamidopropyl)-N1,N1,N3,N3,N3-pentamethylpropane-1,3-diaminium OC(C[N+](C)(C)CCCNC(C(=C)C)=O)C[N+](C)(C)C